9-(((R)-1-(3-(1,1-difluoro-2-hydroxyethyl)-2-fluorophenyl)ethyl)amino)-1,3,4,6-tetramethyl-3,4-dihydropyridazino[4,5-g]quinoxalin-2(1H)-one FC(CO)(F)C=1C(=C(C=CC1)[C@@H](C)NC1=NN=C(C=2C1=CC=1N(C(C(N(C1C2)C)C)=O)C)C)F